3,4-dihydroxyl-trans-phenethyl cinnamate C(\C=C\C1=CC=CC=C1)(=O)OCCC1=CC(=C(C=C1)O)O